3-(3-(4-(Chloromethyl)phenyl)-5-(2-ethyl-2H-1,2,3-triazol-4-yl)-3H-imidazo[4,5-b]pyridin-2-yl)pyrazin-2-amine ClCC1=CC=C(C=C1)N1C(=NC=2C1=NC(=CC2)C2=NN(N=C2)CC)C=2C(=NC=CN2)N